C1(=CC=C(C=C1)P(C1=C(C2=CC=CC=C2C=C1)C1=C(C=CC2=CC=CC=C12)P(C1=CC=C(C=C1)C)C1=CC=C(C=C1)C)C1=CC=C(C=C1)C)C (R)-2,2'-bis(di-p-tolylphosphino)-1,1'-binaphthyl